bromocapric acid BrC(C(O)=O)CCCCCCCC